ethyl 3-(4-cyanophenyl)-3-hydroxybutanoate C(#N)C1=CC=C(C=C1)C(CC(=O)OCC)(C)O